FC1=NC(=CC=C1C=1C=NC=2CCN(CC2C1)C=1C(=CC=2N(N1)C(C=CN2)=O)C)F 7-(3-(2,6-difluoropyridin-3-yl)-7,8-dihydro-1,6-naphthyridin-6(5H)-yl)-8-methyl-4H-pyrimido[1,2-b]pyridazin-4-one